C(C)(C)(C)OC(=O)N1CC=C(CC1)C1=C(C(=CC=C1)Br)OCC(C1=CC=CC=C1)O 4-(3-bromo-2-(2-hydroxy-2-phenylethoxy)phenyl)-5,6-dihydropyridine-1(2H)-carboxylic acid tert-butyl ester